ClC(CC(=O)O)CCC 3-chlorohexanoic acid